C(C=C)(=O)N1CCN(CC1)C1=NC=NC2=CC=C(C=C12)C=1C=C(C=NC1)NS(=O)(=O)C1=C(C=C(C=C1)F)F N-(5-(4-(4-acryloylpiperazin-1-yl)quinazolin-6-yl)pyridine-3-yl)-2,4-difluorobenzenesulfonamide